L-Glutamic acid Monopotassium salt [K+].N[C@@H](CCC(=O)O)C(=O)[O-]